FC1=C(C(=CC=C1)C)N1CCC(CC1)N1C(N(C=2C(C1)=CN(N2)CC#N)CC2=C(C=CC=C2)C(F)(F)F)=O [5-[1-(2-Fluoro-6-methyl-phenyl)-piperidin-4-yl]-6-oxo-7-(2-trifluoromethyl-benzyl)-4,5,6,7-tetrahydro-pyrazolo[3,4-d]pyrimidin-2-yl]-acetonitril